1-(6-((4-Carbamimidoyl-2-fluorophenoxy)carbonyl)benzo[d]thiazol-2-yl)piperidin C(N)(=N)C1=CC(=C(OC(=O)C2=CC3=C(N=C(S3)N3CCCCC3)C=C2)C=C1)F